FC1(CN(C1)C1CCN(CC1)C=1C=CC=2N(C1)N=C(N2)N)F 6-(4-(3,3-difluoroazetidin-1-yl)piperidin-1-yl)-[1,2,4]triazolo[1,5-a]pyridin-2-amine